N-(5-Cyano-4-(((S)-tetrahydrofuran-3-yl)amino)pyridin-2-yl)-7-formyl-6-(((R)-N-methyltetrahydrofuran-3-carboxamido)methyl)-3,4-dihydro-1,8-naphthyridin-1(2H)-carboxamide C(#N)C=1C(=CC(=NC1)NC(=O)N1CCCC2=CC(=C(N=C12)C=O)CN(C(=O)[C@H]1COCC1)C)N[C@@H]1COCC1